ethyl 4-chloro-2-(2-methoxyphenyl)-1,5-naphthyridine-3-carboxylate ClC1=C(C(=NC2=CC=CN=C12)C1=C(C=CC=C1)OC)C(=O)OCC